P(=O)([O-])([O-])F.S(=O)(=O)([O-])[O-].[Fe+3].[Na+] sodium ferric sulfate fluorophosphate